[Si](=[Ni])=[Ni] DINICKEL SILICIDE